FC(OC1=C(C=CC(=C1)C)C1=C2C(=C(N=N1)N[C@H]1CN(CCC1)C)CCC2)F 4-[2-(difluoromethoxy)-4-methylphenyl]-N-[(3R)-1-methylpiperidin-3-yl]-6,7-dihydro-5H-cyclopenta[d]pyridazin-1-amine